Methyl (1RS,2SR)-2-((4-methyl-2-(4,4,5,5-tetramethyl-1,3,2-dioxaborolan-2-yl)phenyl)sulfonyl)cyclopentane-1-carboxylate CC1=CC(=C(C=C1)S(=O)(=O)[C@@H]1[C@H](CCC1)C(=O)OC)B1OC(C(O1)(C)C)(C)C |r|